ClC1=CC=C(C=C1)NC1=C(C(=O)NC2=CC(=NN2C)C(F)(F)F)C=CC=C1 2-((4-chlorophenyl)amino)-N-(1-methyl-3-(trifluoromethyl)-1H-pyrazol-5-yl)benzamide